4-[4-[(E)-3-(3-Fluorophenyl)prop-2-enoyl]phenoxy]butanoic acid FC=1C=C(C=CC1)/C=C/C(=O)C1=CC=C(OCCCC(=O)O)C=C1